SCCCCCSCC(CS)SCCCCCS 1,2-bis(5'-mercaptopentylthio)-3-mercaptopropane